CC1=CC=C(C=C1)CS(=O)(=O)NC=1C=C2CCC(N(C2=CC1)CCC)=O (4-methylphenyl)-N-(2-oxo-1-propyl-1,2,3,4-tetrahydroquinolin-6-yl)methanesulfonamide